(1r,4r)-Methyl 4-((4-bromo-2-iodo-5-methoxyphenyl)carbamoyl)cyclohexanecarboxylate BrC1=CC(=C(C=C1OC)NC(=O)C1CCC(CC1)C(=O)OC)I